N1-(3-fluoro-2-(4-formylpiperidin-1-yl)phenyl)-N4,N4-dimethylbenzene-1,4-disulfonamide FC=1C(=C(C=CC1)NS(=O)(=O)C1=CC=C(C=C1)S(=O)(=O)N(C)C)N1CCC(CC1)C=O